(2-cyclopropyl-8-isopropyl-5-oxo-pyrido[2,3-d]pyridazin-6-yl)-N-pyrimidin-2-yl-acetamide C1(CC1)C=1C=CC2=C(C(=NN(C2=O)CC(=O)NC2=NC=CC=N2)C(C)C)N1